C1=CC2=CC(=CC3=C2C(=C1)C(=O)OC3=O)[N+](=O)[O-] 3-Nitro-1,8-naphthalic anhydride